dibenzo[cd,g]indazol-6(2H)-one N=1NC2=C3C(C(C4=C(C13)C=CC=C4)=O)=CC=C2